C(C)(=O)C1=C(C=C(C=C1)Cl)C1=CC(N(C=C1OC)C(C(=O)NC1=CC=C(C=C1)P(=O)(C)C)CC1=CC=CC=C1)=O 2-(4-(2-acetyl-5-chlorophenyl)-5-methoxy-2-oxopyridin-1(2H)-yl)-N-(4-(dimethylphosphoryl)phenyl)-3-phenylpropionamide